diphenylamine sodium salt [Na].C1(=CC=CC=C1)NC1=CC=CC=C1